C1C(C(O)(C)CCC=C(C)C)O1 Z-linalool oxide